OC1(C=CC=CC1O)C(=O)O 1,6-dihydroxycyclohexa-2,4-diene-1-carboxylic acid